(1s,2r)-2-((S)-1-((1,3-dioxoisoindolin-2-yl)methyl)-8-(oxazol-5-ylmethoxy)-1,2,3,4-tetrahydroisoquinoline-2-carbonyl)-N-methylcyclohexane-1-carboxamide O=C1N(C(C2=CC=CC=C12)=O)C[C@H]1N(CCC2=CC=CC(=C12)OCC1=CN=CO1)C(=O)[C@H]1[C@H](CCCC1)C(=O)NC